3-((3-aminopropyl)(methyl)amino)propane-1-ol NCCCN(CCCO)C